2-METHYL-4-(TRIFLUOROMETHYL)PHENYLBORONIC ACID CC1=C(C=CC(=C1)C(F)(F)F)B(O)O